4-(trifluoromethoxy)phenyl-acryloylamide FC(OC1=CC=C(C=C1)[N-]C(C=C)=O)(F)F